NC1=C(C=C(N=N1)C1=C(C=CC=C1)O)N1C[C@@H]2CC[C@H](C1)N2C2=NC=CC(=N2)OC2CCNCC2 2-[6-amino-5-[(1S,5R)-8-[4-(4-piperidyloxy)pyrimidin-2-yl]-3,8-diazabicyclo[3.2.1]octan-3-yl]pyridazin-3-yl]phenol